C(C)(=O)C1=C(C2=C(N=C(N=C2)NC2=NC=C(C=C2)C2CCN(CC2)CC2=CC=C(C=C2)[C@H](C)O[Si](C)(C)C(C)(C)C)N(C1=O)C1CCCC1)C (S)-6-acetyl-2-((5-(1-(4-(1-((tert-butyldimethylsilyl)oxy)ethyl)benzyl)piperidin-4-yl)pyridin-2-yl)amino)-8-cyclopentyl-5-methylpyrido[2,3-d]pyrimidin-7(8H)-one